Cl.CN(C)CC=1C=2C=C3C(=NC2C=CC1O)C1=CC2=C(C(N1C3)=O)COC([C@]2(O)CC)=O (S)-10-((dimethylamino)methyl)-4-ethyl-4,9-dihydroxy-1,12-dihydro-14H-pyrano-[3',4':6,7]indolizino[1,2-b]quinoline-3,14(4H)-dione hydrochloride